i-butylidenediurea C(C(C)C)(NC(=O)N)NC(=O)N